rac-2-cyclobutoxy-N-(2'-(5,5-difluorotetrahydro-2H-pyran-2-yl)-3-fluoro-[2,4'-bipyridin]-3'-yl)pyrimidine-5-carboxamide C1(CCC1)OC1=NC=C(C=N1)C(=O)NC=1C(=NC=CC1C1=NC=CC=C1F)[C@@H]1OCC(CC1)(F)F |r|